C(C)C1=NN2C(=NC(=CC2=N1)N)C=1OC(=CC1)C 2-ethyl-5-(5-methylfuran-2-yl)-[1,2,4]triazolo[1,5-c]pyrimidin-7-amine